tert-Butyl 3-[(2-tert-butyl-4-cyano-5-methyl-phenoxy)methyl]pyrazolo[3,4-b]pyridine-1-carboxylate C(C)(C)(C)C1=C(OCC2=NN(C3=NC=CC=C32)C(=O)OC(C)(C)C)C=C(C(=C1)C#N)C